FC1(CN(C1)C1=C(C=C(N=N1)N)OC)F 6-(3,3-difluoroazetidin-1-yl)-5-methoxy-pyridazin-3-amine